Bis(3-(2-propenyl)-4-hydroxyphenyl) sulfone C(C=C)C=1C=C(C=CC1O)S(=O)(=O)C1=CC(=C(C=C1)O)CC=C